tert-butyl (3aR,6aS)-5-(3-(4-(4-amino-3-(4-phenoxyphenyl)-1H-pyrazolo[3,4-d]pyrimidin-1-yl)piperidin-1-yl)azetidin-1-yl)hexahydrocyclopenta[c]pyrrole-2(1H)-carboxylate NC1=C2C(=NC=N1)N(N=C2C2=CC=C(C=C2)OC2=CC=CC=C2)C2CCN(CC2)C2CN(C2)C2C[C@@H]1[C@@H](CN(C1)C(=O)OC(C)(C)C)C2